NCC1=C(C=C(C=C1)OB([O-])[O-])F 4-(aminomethyl)-3-fluorophenylborate